2-(cyclopentylamino)-3-fluoro-7,8-dimethoxy-10,11-dihydro-5H-dibenzo[a,d][7]annulen-5-one C1(CCCC1)NC1=CC2=C(C(C3=C(CC2)C=C(C(=C3)OC)OC)=O)C=C1F